C(CCCCC)(=O)OC1=C(C=C(C=C1OC)C=1NC(=C(N1)C1=CC=CC=C1)C=1SC=CC1)OC 2,6-Dimethoxy-4-(4-phenyl-5-(thiophen-2-yl)-1H-imidazol-2-yl)phenyl hexanoate